methyl 3-bromo-2,6-dichlorobenzoate BrC=1C(=C(C(=O)OC)C(=CC1)Cl)Cl